(5-fluoro-2-(((3S,4R)-3-hydroxytetrahydro-2H-pyran-4-yl)amino)pyrimidin-4-yl)-1-isopropylquinolin-4(1H)-one FC=1C(=NC(=NC1)N[C@H]1[C@@H](COCC1)O)C=1N(C2=CC=CC=C2C(C1)=O)C(C)C